(2S)-1-cyanopropane C(#N)CCC